2-[3-(2-Hydroxyethyl)-4,6-dimethylpyridin-2-yl]ethan-1-ol OCCC=1C(=NC(=CC1C)C)CCO